(S)-quinuclidin-3-yl (6-fluoro-5-(2-fluoro-4-methoxyphenyl)-2,2-dimethyl-2,3-dihydro-1H-inden-1-yl)carbamat FC1=C(C=C2CC(C(C2=C1)NC(O[C@@H]1CN2CCC1CC2)=O)(C)C)C2=C(C=C(C=C2)OC)F